O1N=C(C2=C1C=CC=C2)C2=C(C=CC=C2)[C@H](CC2=NC(=CC=C2F)C#N)N[S@@](=O)C(C)(C)C (S)-N-{(S)-1-[2-(Benzo[d]isoxazol-3-yl)phenyl]-2-(6-cyano-3-fluoropyridine-2-yl)ethyl}-2-methylpropane-2-sulfinamide